2-(difluoromethyl)-5-(2-methylpyrimidin-5-yl)-1,3,4-oxadiazole FC(C=1OC(=NN1)C=1C=NC(=NC1)C)F